C(CC1=CC=CC=C1)N1N=CC(=C1)B1OC(C(O1)(C)C)(C)C 1-phenethyl-4-(4,4,5,5-tetramethyl-1,3,2-dioxaborolan-2-yl)-1H-pyrazole